2-(3-(tert-butyl)-5-chlorophenyl)-6-(2-methoxyphenyl)-4-phenylpyridine C(C)(C)(C)C=1C=C(C=C(C1)Cl)C1=NC(=CC(=C1)C1=CC=CC=C1)C1=C(C=CC=C1)OC